(S)-tert-butyl 4-(3-chlorophenyl-ethyl)-2-(hydroxymethyl)-piperazine-1-carboxylate ClC=1C=C(C=CC1)CCN1C[C@H](N(CC1)C(=O)OC(C)(C)C)CO